2-ethyl-9,10-bis(isopropoxycarbonyl-hexadecyleneoxy)anthracene C(C)C1=CC2=C(C3=CC=CC=C3C(=C2C=C1)OCCCCCCCCCCCCCCCCC(=O)OC(C)C)OCCCCCCCCCCCCCCCCC(=O)OC(C)C